C1(CC1)N1N=CC(=C1)NC1=NC=C(C(=N1)OCC1CCC(CC1)O)F (1R,4R)-4-(((2-((1-cyclopropyl-1H-pyrazol-4-yl)amino)-5-fluoro-pyrimidin-4-yl)oxy)methyl)cyclohexan-1-ol